3-(3-((2-(2-Fluoro-5-((6-fluoro-4-(((2,2,2-trifluoroethyl)amino)methyl)-1H-indol-5-yl)oxy)phenyl)-1H-imidazol-5-yl)methyl)phenyl)propanoic acid FC1=C(C=C(C=C1)OC=1C(=C2C=CNC2=CC1F)CNCC(F)(F)F)C=1NC(=CN1)CC=1C=C(C=CC1)CCC(=O)O